NC1=C(C=2C(=NC=C(C2S1)F)C=1C2=C(C=3C=NC(=NC3C1F)N1C[C@H]([C@H](C1)OC)N(C)C)COC2)C#N 2-Amino-4-(3-((3R,4S)-3-(dimethylamino)-4-methoxypyrrolidin-1-yl)-5-fluoro-7,9-dihydrofuro[3,4-f]quinazolin-6-yl)-7-fluorothieno[3,2-c]pyridine-3-carbonitrile